(2-chloro-4-phenoxyphenyl)(4-(((1r,4r)-4-hydroxycyclohexyl)amino)-1H-pyrrolo[2,3-b]pyridin-3-yl)methanone ClC1=C(C=CC(=C1)OC1=CC=CC=C1)C(=O)C1=CNC2=NC=CC(=C21)NC2CCC(CC2)O